(S)-N-((S)-8-Cyclopropyl-1-(5-(4-fluorophenyl)-1H-imidazol-2-yl)-7-oxooctyl)-6-methyl-6-azaspiro[2.5]octan-1-carboxamid C1(CC1)CC(CCCCC[C@@H](C=1NC(=CN1)C1=CC=C(C=C1)F)NC(=O)[C@H]1CC12CCN(CC2)C)=O